3-(Methoxycarbonyl)but-3-enoic acid COC(=O)C(CC(=O)O)=C